ClC1=CC=CC=C1 chloro(benzene)